ClC(C(=O)OCCCCCCCCCCCC)=C lauryl α-chloroacrylate